C(C1=CC=CC=C1)OC1=C(C=C(C(=O)OC2=C(C=C(C(=C2)OC)OC)C(CC2=CC=C(C=C2)OC)=O)C=C1)OC 4,5-dimethoxy-2-(2-(4-methoxyphenyl)acetyl)phenyl 4-(benzyloxy)-3-methoxybenzoate